FC1=C(C=CC(=C1OCC1=CC=C(C=C1)OC)F)C=1SC(=CN1)CO (2-{2,4-Difluoro-3-[(4-methoxyphenyl)methoxy]phenyl}-1,3-thiazol-5-yl)methanol